C[C@@H]1CC[C@H](N(C1)C(C(=O)NC=1C=C(C=NC1)C(=O)N)=O)C1=CC=C2C(=N1)C=NN2 5-[[2-[(2S,5R)-5-methyl-2-(1H-pyrazolo[4,3-b]pyridin-5-yl)-1-piperidyl]-2-oxo-acetyl]amino]pyridine-3-carboxamide